2-(6-azaspiro[2.5]octan-6-yl)-N-(6-((2R)-2-methyl-4-morpholinyl)-2-pyridinyl)-6-((2-methyl-2-propanyl)sulfamoyl)-3-pyridinecarboxamide C1CC12CCN(CC2)C2=NC(=CC=C2C(=O)NC2=NC(=CC=C2)N2C[C@H](OCC2)C)S(NC(C)(C)C)(=O)=O